(S)-2-((3-cyclopropyl-8-(pyridazin-3-ylamino)-[1,2,4]triazolo[4,3-b]pyridazin-6-yl)amino)butan-1-ol C1(CC1)C1=NN=C2N1N=C(C=C2NC=2N=NC=CC2)N[C@H](CO)CC